zinc N,N-dimethylpyridin-4-amine chloride [Cl-].CN(C1=CC=NC=C1)C.[Zn+2].[Cl-]